1-(3-(4-Methoxyphenyl)-1,2,4-oxadiazol-5-yl)-N-(2-(6-methyl-1H-indol-3-yl)ethyl)piperidine-4-carboxamide COC1=CC=C(C=C1)C1=NOC(=N1)N1CCC(CC1)C(=O)NCCC1=CNC2=CC(=CC=C12)C